N,2-dimethyl-5-[4-(trifluoromethyl)phenyl]-5H-pyrido[3,2-b]indole-8-carboxamide CNC(=O)C1=CC=2C3=C(N(C2C=C1)C1=CC=C(C=C1)C(F)(F)F)C=CC(=N3)C